OP(O)(=O)OP(=O)(O)O.C1(=CC=CC=C1)C=1C(=CC=CC1)C1=CC=CC=C1 terphenyl diphosphate